N1(C=NC=C1)C=1C=C(C=C(C1)N1C=NC=C1)N1CCOCC1 (3,5-bis(1H-imidazol-1-yl)phenyl)morpholine